(2S)-2-amino-4-(5-nitro-1-phenyl-benzoimidazol-2-yl)butanoic acid methyl ester COC([C@H](CCC1=NC2=C(N1C1=CC=CC=C1)C=CC(=C2)[N+](=O)[O-])N)=O